rac-tert-Butyl (1S,2S,3S,5R)-3-(benzylamino)-2-fluoro-8-azabicyclo[3.2.1]octane-8-carboxylate C(C1=CC=CC=C1)N[C@@H]1[C@@H]([C@@H]2CC[C@H](C1)N2C(=O)OC(C)(C)C)F |r|